2-(4-benzyloxy-3-methoxy-phenyl)cyclohexanone C(C1=CC=CC=C1)OC1=C(C=C(C=C1)C1C(CCCC1)=O)OC